[Cl-].[Ga+3].OC=1C=CC=C2C=CC(=NC12)C.OC=1C=CC=C2C=CC(=NC12)C.[Cl-].[Cl-] bis-(8-hydroxyquinaldine) gallium chloride